N=1N(N=CC1)C1=C(C=C(C=N1)NC(=O)[C@@H]1C[C@](C2=C1C=NC=1N2N=C(C1)Cl)(C(F)(F)F)C)C(F)(F)F (6R,8R)-N-(6-(2H-1,2,3-triazol-2-yl)-5-(trifluoromethyl)pyridin-3-yl)-2-chloro-8-methyl-8-(trifluoromethyl)-7,8-dihydro-6H-cyclopenta[e]pyrazolo[1,5-a]pyrimidine-6-carboxamide